C1(CC1)NC(C1=CC(=C(C=C1)C)C=1C=NN(C1)C1=CN=C2N1C=C(C=C2)C(=O)N2CCN(CC2)C)=O N-cyclopropyl-4-methyl-3-{1-[6-(4-methylpiperazine-1-carbonyl)imidazo[1,2-a]pyridin-3-yl]-1H-pyrazol-4-yl}benzamide